3-[4-(trifluoromethyl)thiazol-2-yl]cyclopentanone FC(C=1N=C(SC1)C1CC(CC1)=O)(F)F